C(CC)N(S(=O)(=O)C1=CC=C(C(=O)NCCCCCC)C=C1)CCC 4-(N,N-dipropylaminosulfonyl)-N-hexylbenzamide